5-(3-hydroxypiperazin-1-yl)-2-methyl-2,3-dihydro-1,4-benzodioxine OC1CN(CCN1)C1=CC=CC=2OC(COC21)C